BrC=1C=2N(C=C(C1)O)C(=C(N2)I)CC(F)(F)F 8-bromo-2-iodo-3-(2,2,2-trifluoroethyl)imidazo[1,2-a]pyridin-6-ol